NC=1N=NC(=CC1OC1CN(CCC1)C1=CC=C(C=C1)N1CCN(CC1)C(=O)OC(C)(C)C)C1=C(C=CC=C1)O tert-butyl 4-[4-[3-[3-amino-6-(2-hydroxyphenyl)pyridazin-4-yl]oxy-1-piperidyl]phenyl]piperazine-1-carboxylate